ClC1=CC=C2C(=N1)N(C=C2)C2=CC=CC=C2 6-chloro-1-phenyl-1H-pyrrolo[2,3-b]Pyridine